C(C)OP(C1=CC(=CC=C1)F)C1=CC(=CC=C1)F ethoxybis(3-fluorophenyl)phosphine